C[C@H](C=CC(=C)C(=CO)C)[C@H]1CC[C@@H]2[C@@]1(CC[C@H]3[C@H]2CCC4[C@@]3(CCCC4)C)C ergostatrienol